allyl-(diethylamino)dimethylsilane C(C=C)[Si](C)(C)N(CC)CC